COC(CN1C(C2=CC(=CC=C2C(=N1)C=O)Br)=O)=O.NC1=CC=C(C=C1)C(=O)C1=CC=NC=C1 (4-aminophenyl)-(4-pyridyl)methanone methyl-2-(7-bromo-4-formyl-1-oxophthalazin-2(1H)-yl)acetate